CC=1C(C(=C(C(C1C)=O)C)CCCCCCC)=O 2,3,5-Trimethyl-6-heptyl-cyclohexa-2,5-diene-1,4-dione